9-(2,6-difluorophenyl)-3-pyridazin-3-yl-16-thia-2,4,5,8-tetraazatetracyclo[8.6.0.02,6.011,15]hexadeca-1(10),3,5,8,11(15)-penta-ene-13-carbaldehyde FC1=C(C(=CC=C1)F)C1=NCC2=NN=C(N2C=2SC=3CC(CC3C12)C=O)C=1N=NC=CC1